2-(1-(4-(tetrahydro-2H-pyran-4-yl)thiophen-2-yl)cyclopropyl)-3,5,6,7,8,9-hexahydro-4H-pyrimido[5,4-c]azepin-4-one O1CCC(CC1)C=1C=C(SC1)C1(CC1)C=1NC(C=2CNCCCC2N1)=O